ethyl 3-bromo-7-chloro-2-methylthieno[3,2-b]pyridine-6-carboxylate BrC1=C(SC=2C1=NC=C(C2Cl)C(=O)OCC)C